BrC1=C(C=C2C(=NC(=NC2=C1F)OC[C@]12CCCN2C[C@@H](C1)F)N1C[C@H]2C[C@H]([C@@H](C1)C2)O[Si](C)(C)C(C)(C)C)I 7-bromo-4-((1R,5R,6R)-6-((tert-butyldimethylsilyl)oxy)-3-azabicyclo[3.2.1]octan-3-yl)-8-fluoro-2-(((2R,7aS)-2-fluorotetrahydro-1H-pyrrolizin-7a(5H)-yl)methoxy)-6-iodoquinazoline